(3R,4S)-3-amino-4-(3-boronopropyl)-1-(piperidin-2-ylmethyl)pyrrolidine-3-carboxylic acid N[C@]1(CN(C[C@@H]1CCCB(O)O)CC1NCCCC1)C(=O)O